δ-aminobutyl(methyl)diethoxysilane NCCCC[Si](OCC)(OCC)C